CS(=O)(=O)N1CC2(C1)C(NCC2)=O 2-(methylsulfonyl)-2,6-diazaspiro[3.4]octan-5-one